C(C)(C)(C)NC(C1=CC=C(C=C1)[N+](=O)[O-])=O N-tertiary butyl-4-nitrobenzamide